C(CCC)N(C1=NC2=C(C=CC=C2C=C1)[N+](=O)[O-])C1=NC2=C(C=CC=C2C=C1)[N+](=O)[O-] N-butyl-2,2'-imino-bis(8-nitroquinoline)